BrC=1C2(C3=CC(=CC=C3C1)[C@H](C)O)CCC(CC2)(C(=O)O)NC2=CC(=CC=C2)Cl (1s,4s)-2'-bromo-4-(3-chloroanilino)-6'-(1-hydroxyethyl)spiro[cyclohexane-1,1'-indene]-4-carboxylic acid